4-(5-bromo-4-methylpyrimidin-2-yl)-1-methyl-1H-pyrazole-5-carboxylic acid BrC=1C(=NC(=NC1)C=1C=NN(C1C(=O)O)C)C